(1S)-1-[2-[3-(difluoromethoxy)-5-methyl-pyrazol-1-yl]-6-[5-[(6-methylpyridazin-3-yl)amino]-6-(oxetan-3-yl-oxy)benzimidazol-1-yl]-3-pyridyl]ethanol FC(OC1=NN(C(=C1)C)C1=NC(=CC=C1[C@H](C)O)N1C=NC2=C1C=C(C(=C2)NC=2N=NC(=CC2)C)OC2COC2)F